5-[2-Chloro-4-(trifluoromethyl)phenoxy]-N-(methanesulfonyl)-2-nitrobenzamide ClC1=C(OC=2C=CC(=C(C(=O)NS(=O)(=O)C)C2)[N+](=O)[O-])C=CC(=C1)C(F)(F)F